acetic acid (Z,E)-9,12-tetradecadienyl ester C(CCCCCCC\C=C/C\C=C\C)OC(C)=O